C[C@@H]1CNCCN1 (3R,4R)-3-methylpiperazine